CC1=C(C=CC=C1)N1CN(CN(C1)C1=C(C=CC=C1)C)C1=C(C=CC=C1)C hexahydro-1,3,5-tri-(2-methylphenyl)-1,3,5-triazine